C(C=C)(=O)NC(CS(=O)(=O)[O-])CCCCCCCCCC.[Na+] sodium 2-acrylamido-dodecylsulfonate